N=1NC(NC1)=S 2,4-dihydro-1,2,4-triazole-3-thione